C(C)(C)(C)OC(NC1CCN(CC1)C1=NC(=C(C(=C1C#N)CC)C#N)SCC1=CC=CC=C1)=O (1-(6-(benzylsulfanyl)-3,5-dicyano-4-ethylpyridin-2-yl)piperidin-4-yl)carbamic acid tert-butyl ester